tert-butyl N-cyclopropyl-N-[(3S)-1-[3-pyrimidin-5-yl-1-(2-trimethylsilylethoxymethyl) pyrrolo[2,3-b]pyridin-4-yl]-3-piperidyl]carbamate C1(CC1)N(C(OC(C)(C)C)=O)[C@@H]1CN(CCC1)C1=C2C(=NC=C1)N(C=C2C=2C=NC=NC2)COCC[Si](C)(C)C